N-((1-(4-(6-(Difluoromethyl)imidazo[1,2-b]pyridazin-3-yl)-6-(6-methyl-2,6-diazaspiro[3.3]heptan-2-yl)pyridin-2-yl)piperidin-3-yl)methyl)methanesulfonamide FC(C=1C=CC=2N(N1)C(=CN2)C2=CC(=NC(=C2)N2CC1(C2)CN(C1)C)N1CC(CCC1)CNS(=O)(=O)C)F